(2-(2-(difluoromethyl)-2H-tetrazol-5-yl)-6-(4-fluorophenyl)pyridin-3-yl)methanamine hydrochloride Cl.FC(N1N=C(N=N1)C1=NC(=CC=C1CN)C1=CC=C(C=C1)F)F